3,5-bis(t-butyl)-4-hydroxybenzoyl chloride C(C)(C)(C)C=1C=C(C(=O)Cl)C=C(C1O)C(C)(C)C